N-Benzyl-1,2-propan-diamin C(C1=CC=CC=C1)NCC(C)N